5-(benzyloxy)-2-bromopyridine C(C1=CC=CC=C1)OC=1C=CC(=NC1)Br